(R)-1-(1-(4-(3-Cyano-1-methyl-1H-indazol-4-yl)phenyl)-2-hydroxyethyl)-3-(2-ethynylthiazol-4-yl)urea C(#N)C1=NN(C2=CC=CC(=C12)C1=CC=C(C=C1)[C@H](CO)NC(=O)NC=1N=C(SC1)C#C)C